COC1=C(C=CC=C1)C1=CC(C=2C(=C3C=CC(OC3=CC2)(C)C)O1)=O 2-(2-methoxyphenyl)-8,8-dimethyl-4H,8H-pyrano[2,3-f]chromen-4-one